C(C)(=O)OC(C)CCCCCCCC (E)-2-decyl acetate